[6-[5-[tert-butyl(dimethyl)silyl]oxy-1-tetrahydropyran-2-yl-indazol-3-yl]pyrazin-2-yl]methanol [Si](C)(C)(C(C)(C)C)OC=1C=C2C(=NN(C2=CC1)C1OCCCC1)C1=CN=CC(=N1)CO